N-[(3S,4R)-3-hydroxy-2,2-dimethyl-chroman-4-yl]-4-(2-imino-4,4-dimethyl-6-oxo-hexahydropyrimidin-1-yl)-2-(methoxymethyl)-2-methyl-chromane-6-carboxamide O[C@@H]1C(OC2=CC=CC=C2[C@H]1NC(=O)C=1C=C2C(CC(OC2=CC1)(C)COC)N1C(NC(CC1=O)(C)C)=N)(C)C